2-methoxy-5-(1-methyl-1H-Pyrazol-4-yl)-4-(4-methylpiperazin-1-yl)aniline COC1=C(N)C=C(C(=C1)N1CCN(CC1)C)C=1C=NN(C1)C